CC1=CC=C(C=CC2=C(C=CC=C2)[I+]C2=CC=CC=C2)C=C1 4-methyl-styryl-diphenyl-iodonium